N-ethyl-N-o-chlorobenzyl-m-toluidine (methylenebis(4,1-phenylene))bis(1,3-dioxo-2,3,3a,4,7,7a-hexahydro-1H-4,7-epoxyisoindole-2,5-diyl) bis(2-methylacrylate) CC(C(=O)OC=1C2C3C(N(C(C3C(C1)O2)=O)C2=CC=C(C=C2)CC2=CC=C(C=C2)N2C(C1C3C=C(C(C1C2=O)O3)OC(C(=C)C)=O)=O)=O)=C.C(C)N(C3=CC(=CC=C3)C)CC3=C(C=CC=C3)Cl